FC(C1=NN(C(=C1)C(F)F)CC(=O)N1CCC(CC1)C=1SC=C(N1)C1=NO[C@@H](C1)C1=C(C=CC=C1OCC#C)Cl)F |r| 2-[3,5-bis(difluoromethyl)-1H-pyrazol-1-yl]-1-[4-(4-{(SR)-5-[2-chloro-6-(prop-2-yn-1-yloxy)phenyl]-4,5-dihydro-1,2-oxazol-3-yl}-1,3-thiazol-2-yl)piperidin-1-yl]ethanone